C[C@@H]1C(=CC2=CC=C(C=C2C1)CCCCC)CN1CC(C1)C(=O)O 1-{[(3S)-3-methyl-6-pentyl-3,4-dihydro-2-naphthyl]Methyl}-3-azetidinecarboxylic acid